((R)-6,6,6-trifluorohexan-3-yl)urea FC(CC[C@@H](CC)NC(=O)N)(F)F